[Si](C)(C)(C(C)(C)C)OC1CCC(CC1)COC1=NN=C(S1)NC(=O)C=1C=NC(=CC1C1=C(C(=NC=C1OC)Cl)F)C N-(5-(((1r,4r)-4-((tert-butyldimethylsilyl)oxy)cyclohexyl)methoxy)-1,3,4-thiadiazol-2-yl)-2'-chloro-3'-fluoro-5'-methoxy-6-methyl-(4,4'-bipyridine)-3-carboxamide